5-iodo-3-(methylthio)-2-(trifluoromethyl)thiophene IC1=CC(=C(S1)C(F)(F)F)SC